3-isopropyl-4-methoxy-1,7-dimethyl-1H-pyrazolo[3,4-d]pyridazine C(C)(C)C1=NN(C2=C(N=NC(=C21)OC)C)C